C(C)OC(C=NC1=CC=C(C=C1)OC)=O ethyl-2-(4-methoxyphenyl)iminoacetate